ClC=1C(=CC(=C(CN2[C@@H](CCCC2)C(=O)O)C1)C)\C=C\C1=NC=CC(=C1C#N)C1=C(C(=CC=C1)NC(C1=NC=C(C=C1)CNCCO)=O)C (S,E)-1-(5-chloro-4-(2-(3-cyano-4-(3-(5-(((2-hydroxyethyl)amino)methyl)picolinamido)-2-methyl-phenyl)pyridin-2-yl)vinyl)-2-methylbenzyl)piperidine-2-carboxylic acid